C(C)(C)(C1=CC=CC=C1)C1=CC=C(C=C1)OC(C(=C)C)=O 4-Cumyl-phenylmethacrylate